tert-Butyl (2-((5-bromo-3-(methylsulfonamido) pyridin-2-yl)oxy)ethyl)(2-fluoroethyl)carbamate BrC=1C=C(C(=NC1)OCCN(C(OC(C)(C)C)=O)CCF)NS(=O)(=O)C